OC(CO)(C)C1CC(C(CC1)(O)C)O 4-(1,2-dihydroxyl-1-methylethyl)-1-methylcyclohexane-1,2-diol